ClC1=NC=C(C(=C1)C=1C=NC(=CC1C(=O)O)OC)OC 2'-chloro-5',6-dimethoxy-[3,4'-bipyridine]-4-carboxylic acid